CS(=O)(=O)NCC1=CC=C(C=C1)B(O)O (4-methanesulfonylaminomethylphenyl)boronic acid